2-((1E,3E)-4-(2-fluoro-6-(methylamino)pyridine-3-yl)buta-1,3-dienyl)benzofuran-5-ol FC1=NC(=CC=C1/C=C/C=C/C=1OC2=C(C1)C=C(C=C2)O)NC